(E)-N1-(2-butyl-benzo[d]oxazol-6-yl)-2-(fluoro-methylene)propane-1,3-diamine C(CCC)C=1OC2=C(N1)C=CC(=C2)NC/C(/CN)=C/F